OC(CC1=CC=CC=2NN=NC21)C(CC(CCCCC)C)CCCCCCCCCCCC (2'-hydroxy-3'-dodecyl-5'-methyl-decyl)benzotriazole